1-(1,3-oxazol-4-yl)methylamine hydrochloride Cl.O1C=NC(=C1)CN